3-(3-(benzyloxycarbonylamino)phenyl)piperidine-1-carboxylic acid tert-butyl ester C(C)(C)(C)OC(=O)N1CC(CCC1)C1=CC(=CC=C1)NC(=O)OCC1=CC=CC=C1